The molecule is a trihydroxy-5beta-cholanic acid in which the three hydroxy groups are located at positions 3alpha, 7alpha and 12alpha together with a methyl substituent, with S-configuration, at position 23. It derives from a cholic acid. C[C@H](C[C@H](C)C(=O)O)[C@H]1CC[C@@H]2[C@@]1([C@H](C[C@H]3[C@H]2[C@@H](C[C@H]4[C@@]3(CC[C@H](C4)O)C)O)O)C